4-(((R)-3-(2-((4-(acetyl-L-alanyl)piperazin-1-yl)methyl)acrylamido)piperidin-1-yl)methyl)-N-(4-(4-morpholino-7H-pyrrolo[2,3-d]pyrimidin-6-yl)phenyl)picolinamide C(C)(=O)N[C@@H](C)C(=O)N1CCN(CC1)CC(C(=O)N[C@H]1CN(CCC1)CC1=CC(=NC=C1)C(=O)NC1=CC=C(C=C1)C1=CC2=C(N=CN=C2N2CCOCC2)N1)=C